Propylene mercaptan C(C(C)S)S